4-(1-methylethyl)phenethylamine CC(C)C1=CC=C(CCN)C=C1